2-phenyl-5-(4-bromophenyl)oxazole methyl-4-[2-(dimethylamino)ethoxy]-2-(trifluoromethyl)benzoate COC(C1=C(C=C(C=C1)OCCN(C)C)C(F)(F)F)=O.C1(=CC=CC=C1)C=1OC(=CN1)C1=CC=C(C=C1)Br